(2S,4S)-6-chloro-N-{3-[2-(4-chloro-3-fluorophenoxy)acetamido]bicyclo[1.1.1]pentan-1-yl}-4-[(2,2,2-trifluoroethyl)amino]-3,4-dihydro-2H-1-benzopyran-2-carboxamide ClC=1C=CC2=C([C@H](C[C@H](O2)C(=O)NC23CC(C2)(C3)NC(COC3=CC(=C(C=C3)Cl)F)=O)NCC(F)(F)F)C1